CC(CO)N (±)-2-amino-1-propanol